4,4-difluorocyclohexylammonium FC1(CCC(CC1)[NH3+])F